4-{[6-(5-chloro-2-fluorophenyl)pyridazin-4-yl]amino}quinolin-7-yl 4-(2-methanesulfonylethyl)piperazine-1-carboxylate CS(=O)(=O)CCN1CCN(CC1)C(=O)OC1=CC=C2C(=CC=NC2=C1)NC1=CN=NC(=C1)C1=C(C=CC(=C1)Cl)F